COC(=O)C1CC(C1)OS(=O)(=O)C 3-((methylsulfonyl)oxy)cyclobutane-1-carboxylic acid methyl ester